2-Cyano(4-cyanophenyl)-3-(3-(5-methyl-1H-imidazol-1-yl)propyl)guanidin C(#N)N=C(NC1=CC=C(C=C1)C#N)NCCCN1C=NC=C1C